COC1=NC=CC=C1C1=CN2C(S1)=C(C=N2)C(=O)NC=2C=C(C=NC2C)NC(OCC(C)N2CCCC2)=O 2-(pyrrolidin-1-yl)propyl (5-(2-(2-methoxypyridin-3-yl)pyrazolo[5,1-b]thiazole-7-carboxamido)-6-methylpyridin-3-yl)carbamate